4-(ethoxymeth-yl)aniline C(C)OCC1=CC=C(N)C=C1